ClC=1C(=C2C(=NC1)NC(=N2)C2=CC=C(C=C2)N2CCN(CC2)C2=CC=NC=C2)NC2CCN(CC2)CC=2SC=CC2 6-Chloro-2-[4-(4-pyridin-4-ylpiperazin-1-yl)phenyl]-N-[1-(thiophen-2-ylmethyl)piperidin-4-yl]-3H-imidazo[4,5-b]pyridin-7-amine